2-(3,4-difluorophenyl)acetic acid methyl ester COC(CC1=CC(=C(C=C1)F)F)=O